palmitoyl triacontanoate C(CCCCCCCCCCCCCCCCCCCCCCCCCCCCC)(=O)OC(CCCCCCCCCCCCCCC)=O